4-Bromo-1-[(4-chlorophenyl)methyl]-N-(2-hydroxyethyl)-2-[3-(trifluoromethoxy)phenoxy]-1H-imidazole-5-carboxamide BrC=1N=C(N(C1C(=O)NCCO)CC1=CC=C(C=C1)Cl)OC1=CC(=CC=C1)OC(F)(F)F